5-[6-(2,6-difluoro-3,5-dimethoxyphenyl)-4,5,6,7-tetrahydro-1H-indazol-3-yl]-1-ethylpyrazol-4-amine FC1=C(C(=C(C=C1OC)OC)F)C1CCC=2C(=NNC2C1)C1=C(C=NN1CC)N